C(#N)C1=C(C=CC=C1)N1CCN(CC1)C(CNC(=O)NC=1N=C(SC1)C#C)=O 1-(2-(4-(2-Cyanophenyl)piperazin-1-yl)-2-oxoethyl)-3-(2-ethynyl-thiazol-4-yl)urea